(2S)-3-(tert-butoxy)-N-{5-[(2,6-dichlorophenyl)methoxy]pyridin-2-yl}-2-formamidopropanamide C(C)(C)(C)OC[C@@H](C(=O)NC1=NC=C(C=C1)OCC1=C(C=CC=C1Cl)Cl)NC=O